OC1=CC=C(C=NC=2C=C(C=CC2)C=2SC(=C(N2)C)C(C)=NNC(=N)N)C=C1 2-(3-((4-hydroxybenzylidene)amino)phenyl)-4-methyl-5-(1-(guanidinoimino)ethyl)-thiazole